BrC1=C2CN(C(C2=CC=C1)=O)CC(C(=O)NCC1=C(C=C(C=C1)OC)OC)=C 2-[(4-bromo-1-oxo-2,3-dihydro-1H-isoindol-2-yl)methyl]-N-[(2,4-dimethoxyphenyl)methyl]prop-2-enamide